C(=O)(O)C1=C2C=CNC2=CC=C1 4-carboxy-1H-indole